[Ir].FC(C1=NNC(=N1)C1=NC=CC=C1)(F)F (3-(trifluoromethyl)-5-(pyridin-2-yl)-1,2,4-triazole) iridium